6-acetyl-2-(4-chlorophenylmethyl)-3-(4-chlorophenyl)-3-hydroxyisoindolin-1-one C(C)(=O)C1=CC=C2C(N(C(C2=C1)=O)CC1=CC=C(C=C1)Cl)(O)C1=CC=C(C=C1)Cl